ClC=1C=C(C=CC1)N1CCN(C2=CC=CC=C12)CCCN1CCCC1 1-(4-(3-chlorophenyl)-3,4-dihydroquinoxalin-1(2H)-yl)-3-(pyrrolidin-1-yl)propan